CN1N=NC2=C1C=CC(=C2C)C(C(C(=O)O)(C)C)C2=CC(=C(C=C2)C)CN2C[C@H](OC=1C=CC3=CN(N=C3C1C2)C)CC 3-(1,4-dimethyl-1H-benzo[d][1,2,3]triazol-5-yl)-3-(3-(((R)-7-ethyl-2-methyl-2,7,8,10-tetrahydro-9H-[1,4]oxazepino[7,6-g]indazol-9-yl)methyl)-4-methylphenyl)-2,2-dimethylpropanoic acid